FC1(CNCCC1NC(=O)C=1N(N=C2C=CC(=CC12)OCC=1C(=NC=CC1)C(F)(F)F)C)F N-(3,3-difluoropiperidin-4-yl)-2-methyl-5-{[2-(trifluoromethyl)pyridin-3-yl]methoxy}-2H-indazole-3-carboxamide